Di-pivaloyl-D-tartaric acid C(C(C)(C)C)(=O)[C@@]([C@@](C(=O)O)(O)C(C(C)(C)C)=O)(O)C(=O)O